CC(=O)N[C@@H](CCC(=O)N)C(=O)O The molecule is an N(2)-acetylglutamine that has L-configuration. It has a role as a human metabolite. It is a N-acetyl-L-amino acid, a N(2)-acyl-L-glutamine and a N(2)-acetylglutamine. It is a conjugate acid of a N-acetyl-L-glutaminate. It is an enantiomer of a N(2)-acetyl-D-glutamine.